(S*)-4-(2-(3,5-difluoropyridin-2-yl)-5-(ethoxycarbonyl)-6-(3-fluoro-2-methylphenyl)-3,6-dihydropyrimidin-4-yl)cubane-1-carboxylic Acid FC=1C(=NC=C(C1)F)C1=N[C@H](C(=C(N1)C12C3C4C5(C(C14)C2C53)C(=O)O)C(=O)OCC)C5=C(C(=CC=C5)F)C |o1:10|